2-(2-(4-amino-6-(methoxymethyl)-9H-pyrimido[4,5-b]indol-9-yl)acetyl)-N-(6-bromopyridin-2-yl)-5-methyl-2-azabicyclo[3.1.0]hexane-3-carboxamide NC1=NC=NC=2N(C3=CC=C(C=C3C21)COC)CC(=O)N2C1CC1(CC2C(=O)NC2=NC(=CC=C2)Br)C